3-Amino-4-(7-fluoro-1H-indazol-4-yl)-8-methyl-7-(trideuteriomethyl)-1H-1,5-naphthyridin-2-one NC=1C(NC2=C(C(=CN=C2C1C1=C2C=NNC2=C(C=C1)F)C([2H])([2H])[2H])C)=O